ClC1=C(C(=C(C=C1OC)OC)Cl)N1C(N(C2=C(C1)C=NC(=C2)N[C@H]2[C@H](COC2)NC(C=C)=O)CC)=S N-((3R,4S)-4-((3-(2,6-dichloro-3,5-dimethoxyphenyl)-1-ethyl-2-thioxo-1,2,3,4-tetrahydropyrido[4,3-d]pyrimidin-7-yl)amino)tetrahydrofuran-3-yl)acrylamide